(R)-N-(1-cyanopyrrolidin-3-yl)-5-fluoro-2-(isoindolin-2-yl)isonicotinamide bis(2,4-di-tert-pentylphenyl)-4-tert-pentylphenyl-phosphite C(C)(C)(CC)C1=C(C=CC(=C1)C(C)(C)CC)C=1C(=C(C=CC1C(C)(C)CC)P(O)(O)O)C1=C(C=C(C=C1)C(C)(C)CC)C(C)(C)CC.C(#N)N1C[C@@H](CC1)NC(C1=CC(=NC=C1F)N1CC2=CC=CC=C2C1)=O